(2R,4S)-1-[(2R)-2-(4-cyclopropyl-triazol-1-yl)-3,3-dimethyl-butyryl]-4-hydroxy-N-(2-methyl-5,6,7,8-tetrahydro-[1,2,4]triazolo[1,5-a]pyridin-8-yl)pyrrolidine-2-carboxamide C1(CC1)C=1N=NN(C1)[C@@H](C(=O)N1[C@H](C[C@@H](C1)O)C(=O)NC1C=2N(CCC1)N=C(N2)C)C(C)(C)C